C(C1=CC=CC=C1)OC1=CC=CC=2C(=COC21)C 7-(benzyloxy)-3-methyl-1-benzofuran